N(=C=S)C(CCCCCC(=O)OC\C=C/CCCCCCCC)CCCCCC(=O)OC\C=C/CCCCCCCC di((Z)-undec-2-en-1-yl) 7-isothiocyanatotridecanedioate